C(C)(C)(C)OC(=O)N(C1=NC=NC(=C1)Cl)CC=1C=C2C(=NC1)N(C=C2Cl)C(=O)OC(C)(C)C tert-butyl 5-(((tert-butoxycarbonyl)(6-chloropyrimidin-4-yl)amino)methyl)-3-chloro-1H-pyrrolo[2,3-b]pyridine-1-carboxylate